CC1C(CCC1C)[Si](OC)(OC)OC 2,3-dimethylcyclopentyl-trimethoxysilane